trimethylpropane-1,3-diamine CC(C(N)(C)C)CN